4-(4-bromo-2-fluorophenylamino)-N-(2-hydroxyethoxy)-1,5-dimethyl-6-oxo-1,6-dihydropyridazine-3-carboxamide BrC1=CC(=C(C=C1)NC=1C(=NN(C(C1C)=O)C)C(=O)NOCCO)F